ClC=1C=C(OC2CNC2)C=CC1C(F)(F)F 3-[3-Chloro-4-(trifluoromethyl)phenoxy]azetidine